4-(6-((1-(difluoromethyl)-1H-indazol-6-yl)methoxy)pyridin-2-yl)piperidine FC(N1N=CC2=CC=C(C=C12)COC1=CC=CC(=N1)C1CCNCC1)F